ClC1=CC2=C(C3=C(O2)C=CC(=C3)C3=C2C=CC=CC2=C(C2=CC=CC=C32)C3=NC(=NC(=N3)C3=CC=CC=C3)C3=CC=CC=C3)C=C1 2-(10-(7-chlorodibenzofuran-2-yl)anthracene-9-yl)-4,6-diphenyl-1,3,5-triazine